ClC1=C(C=C(C=C1)C(CC(C)C)O)C(F)(F)F 1-(4-chloro-3-(trifluoromethyl)phenyl)-3-methylbutan-1-ol